4-(3-(2-methoxy-5-methylpyridin-3-yl)pyrazolo[1,5-a]pyrimidin-5-yl)piperazine-1-carboxylic acid isopropyl ester C(C)(C)OC(=O)N1CCN(CC1)C1=NC=2N(C=C1)N=CC2C=2C(=NC=C(C2)C)OC